OCCC1=CC=C(C=C1)NC(CCCC1=CC=C(C=C1)/C=C/C(=O)OC)=O Methyl (2E)-3-[4-(4-{[4-(2-hydroxyethyl)phenyl]amino}-4-oxobutyl)phenyl]prop-2-enoate